C1(=CC=C(C=C1)C1=CC(=NC2=CC=C(C=C12)CN(C(OC(C)(C)C)=O)C1CCOCC1)C=O)C1=CC=CC=C1 tert-butyl ((4-([1,1'-biphenyl]-4-yl)-2-formylquinolin-6-yl)methyl)(tetrahydro-2H-pyran-4-yl)carbamate